ClC1=CC=C(C=C1)/C=C/C(=O)C1=CC=C(OC(C(=O)O)(C)C)C=C1 2-[4-[(E)-3-(4-Chlorophenyl)prop-2-enoyl]phenoxy]-2-methylpropanoic acid